1-(2-(benzo[d]thiazol-2-yl)-4-hydroxypyrrolidin-1-yl)-2-(4-(5-chlorothiophen-2-yl)-1H-1,2,3-triazol-1-yl)-3-methylbutan-1-one S1C(=NC2=C1C=CC=C2)C2N(CC(C2)O)C(C(C(C)C)N2N=NC(=C2)C=2SC(=CC2)Cl)=O